1-(2-hydroxylethyl)-3-methylimidazolium OCCN1C=[N+](C=C1)C